2-((3-(2-chloro-3-phenylanilino)-1-methylindazol-6-ylidene)amino)-3-hydroxybutyric acid ClC1=C(NC=2NN(C3=CC(C=CC23)=NC(C(=O)O)C(C)O)C)C=CC=C1C1=CC=CC=C1